(3R)-3-amino-5-[(4-chlorophenyl)methyl]-8-fluoro-7-[5-(2-hydroxy-1,1-dimethyl-ethyl)-1,2,4-oxadiazol-3-yl]-1,1-dioxo-2,3-dihydro-1lambda6,5-benzothiazepin-4-one N[C@H]1CS(C2=C(N(C1=O)CC1=CC=C(C=C1)Cl)C=C(C(=C2)F)C2=NOC(=N2)C(CO)(C)C)(=O)=O